CC=1C=C(SC1C1=CC=C(C=C1)S[C@@H]1CC[C@H](CC1)NC1=NC=C(C=C1)C(F)(F)F)C(=O)N 4-methyl-5-(4-((trans-4-((5-(trifluoromethyl)pyridin-2-yl)amino)cyclohexyl)thio)phenyl)thiophene-2-carboxamide